ClC=1C(=NC(=NC1)NC1=CC=C2C=NN(C2=C1)C)NC1=C(C=CC=C1)CS(=O)(=O)NC (2-((5-chloro-2-((1-methyl-1H-indazol-6-yl)amino)pyrimidine-4-yl)amino)phenyl)-N-methyl-methanesulfonamide